(2-amino-4-bromophenyl)(2,3-dimethylphenyl)methanone NC1=C(C=CC(=C1)Br)C(=O)C1=C(C(=CC=C1)C)C